C1(CC1)CCOC=1C=C2CC(N3C(C2=CC1C=1SC=CN1)=CC(C(=C3)C(=O)O)=O)C(C)C 9-(2-cyclopropylethoxy)-6-isopropyl-2-oxo-10-(thiazol-2-yl)-6,7-dihydro-2H-pyrido[2,1-a]isoquinoline-3-carboxylic acid